tert-Butyl 4-((4-acetyl-2-(4-(methoxycarbonyl)phenyl)piperazin-1-yl)methyl)-5-methoxy-7-methyl-1H-indole-1-carboxylate C(C)(=O)N1CC(N(CC1)CC1=C2C=CN(C2=C(C=C1OC)C)C(=O)OC(C)(C)C)C1=CC=C(C=C1)C(=O)OC